4-(3-(trifluoromethoxy)phenyl-4-d)piperazin FC(OC=1C=C(C=CC1[2H])N1CCNCC1)(F)F